N-[2-(1H-indol-3-yl)ethyl]-2-(2-methoxy-3-pyridyl)-7,8-dihydro-6H-pyrimido[5,4-b][1,4]oxazin-4-amine N1C=C(C2=CC=CC=C12)CCNC1=NC(=NC2=C1OCCN2)C=2C(=NC=CC2)OC